2-(4-hydroxy-4-methyl-azepan-1-yl)-N-(3-sulfamoylphenyl)-5-(trifluoromethyl)-pyridine-3-carboxamide OC1(CCN(CCC1)C1=NC=C(C=C1C(=O)NC1=CC(=CC=C1)S(N)(=O)=O)C(F)(F)F)C